S1C(=NC2=C1C=CC=C2)C2=CC=C(C=C2)NC2=CC=CC=C2 N-{4-(benzothiazol-2-yl)phenyl}phenylamine